O=C1NC=CC(=C1)C=O 2-oxo-1,2-dihydropyridine-4-carbaldehyde